CC=1C=CC(=C(C1)O)C1=NN=C(C=2C1=COC2)N[C@H]2CN(CCC2)C (R)-5-methyl-2-(4-((1-methylpiperidin-3-yl)amino)furo[3,4-d]pyridazin-1-yl)phenol